3-Aminopropyl-trimethoxysilane NCCC[Si](OC)(OC)OC